C2-amino-4-bromobenzene-1-sulfonamide NC1=C(C=CC(=C1)Br)S(=O)(=O)N